C(N)(=O)C=1C(=NC(=NC1)N1C[C@H](CCC1)NC(OC(C)(C)C)=O)NC1=CC(=CC(=C1)C1CCOCC1)C(C)C tert-butyl (S)-(1-(5-carbamoyl-4-((3-isopropyl-5-(tetrahydro-2H-pyran-4-yl)phenyl)amino)pyrimidin-2-yl)piperidin-3-yl)carbamate